C(C)(C)(C)[Si](OCC(CC(=O)O)C)(C1=CC=CC=C1)C1=CC=CC=C1 4-((tertbutyldiphenylsilyl)oxy)-3-methylbutanic acid